2-(1-chloroethyl)-3-(methoxymethoxy)pyridine ClC(C)C1=NC=CC=C1OCOC